C1(CC1)NC(=O)C=1C(=CC(=NC1)NC1=CC=C(C=N1)C(=O)OC)NC1=C(C(=CC=C1)C1=NC=C(C=N1)F)OC methyl 6-{[5-(cyclopropylcarbamoyl)-4-{[3-(5-fluoropyrimidin-2-yl)-2-methoxyphenyl]amino}pyridin-2-yl]amino}pyridine-3-carboxylate